N-acetyl-sphingosine 1-phosphate P(=O)(O)(O)OC[C@H](NC(C)=O)[C@H](O)\C=C\CCCCCCCCCCCCC